(6,7-dichloro-3-(1-(tetrahydro-2H-pyran-2-yl)-1H-pyrazol-4-yl)-1H-indol-2-yl)methanamine ClC1=CC=C2C(=C(NC2=C1Cl)CN)C=1C=NN(C1)C1OCCCC1